ClC=1N=NC(=C(C1N)[N+](=O)[O-])NN 3-chloro-6-hydrazineyl-5-nitropyridazin-4-amine